ClC1=C(C=CC=C1)/C=C/C1=C(N)C=CC=C1F 2-[(E)-2-(2-chlorophenyl)vinyl]-3-fluoro-aniline